(S)-3-methyl-2-(2-(1-methyl-4,5,6,7-tetrahydro-1H-benzo[d][1,2,3]triazol-6-yl)-2H-pyrazolo[3,4-b]pyridin-6-yl)-5-(trifluoromethyl)phenol CC=1C(=C(C=C(C1)C(F)(F)F)O)C=1C=CC=2C(N1)=NN(C2)[C@H]2CCC1=C(N(N=N1)C)C2